2-methyl-N-(2-pyridylmethyl)propan-1-amine CC(CNCC1=NC=CC=C1)C